(2S,3S,4S,5R)-4-[[3-(3,4-Difluorophenyl)-4,5-dimethyl-5-(trifluoromethyl)tetrahydrofuran-2-carbonyl]amino]pyridin-2-carboxamid FC=1C=C(C=CC1F)[C@H]1[C@H](O[C@]([C@H]1C)(C(F)(F)F)C)C(=O)NC1=CC(=NC=C1)C(=O)N